(4-Aminophenyl)-4-(6-((2-methoxy-12-oxo-6a,7,8,9,10,12-hexahydrobenzo[e]pyrido[1,2-a][1,4]diazepin-3-yl)oxy)hexan-amido)-1-methyl-1H-pyrrole-2-carboxamide NC1=CC=C(C=C1)C1=C(N(C=C1NC(CCCCCOC=1C(=CC2=C(N=CC3N(C2=O)CCCC3)C1)OC)=O)C)C(=O)N